Tert-butyl 5-amino-3-bromo-1H-pyrrolo[2,3-c]pyridine-1-carboxylate NC=1C=C2C(=CN1)N(C=C2Br)C(=O)OC(C)(C)C